OCC(C(C=CCCCCCCCCCCCCC)O)N 1,3-dihydroxy-2-amino-4-octadecene